(S)-2-(2,6-dichloro-4-(3-hydroxybenzylcarbamoyl)benzamido)-3-(3-((R)-2,3-dihydro-1H-inden-1-yl)ureido)propanoic acid ClC1=C(C(=O)N[C@H](C(=O)O)CNC(=O)N[C@@H]2CCC3=CC=CC=C23)C(=CC(=C1)C(NCC1=CC(=CC=C1)O)=O)Cl